BrC1=C(C=O)C(=CC(=C1OC(F)(F)Cl)C)F 2-bromo-3-(chlorodifluoromethoxy)-6-fluoro-4-methylbenzaldehyde